ClC1=CC=C(C=C1)S(=O)(=O)CCCN1C(NC2=C1C=CC=C2)=O 3-[3-(4-chlorophenyl)sulfonyl-propyl]-1H-benzimidazol-2-one